Molybdenum telluride Sulfur [S].[Mo]=[Te]